1-(4-((4-((5-(furan-2-yl)-2-methoxyphenyl)amino)-7-methoxy-quinazolin-6-yl)oxy)piperidin-1-yl)but-2-en-1-one O1C(=CC=C1)C=1C=CC(=C(C1)NC1=NC=NC2=CC(=C(C=C12)OC1CCN(CC1)C(C=CC)=O)OC)OC